10-hydroxy-1-decanoic acid, ethyl ester OCCCCCCCCCC(=O)OCC